CC=1C=C(C=CC1NC1=NC=CC(=N1)C=1C=NC=CC1)NC(C1=CC=CC=C1)=O N-(3-methyl-4-((4-(pyridin-3-yl)pyrimidin-2-yl)amino)phenyl)benzamide